5-(2-(4-(2-(2-aminopyridin-3-yl)-5-phenyl-3H-imidazo[4,5-b]pyridin-3-yl)benzyl)-2,6-diazaspiro[3.4]octane-6-carbonyl)-2-hydroxybenzaldehyde NC1=NC=CC=C1C1=NC=2C(=NC(=CC2)C2=CC=CC=C2)N1C1=CC=C(CN2CC3(C2)CN(CC3)C(=O)C=3C=CC(=C(C=O)C3)O)C=C1